FC(C1=CC=C(C=C1)N1N=NC(=C1COC1=CC=C(N=N1)N1CC(N(CC1)C1COCC1)=O)C)F 4-(6-((1-(4-(Difluoromethyl)phenyl)-4-methyl-1H-1,2,3-triazol-5-yl)methoxy)pyridazine-3-yl)-1-(tetrahydrofuran-3-yl)piperazin-2-one